3-(Azetidin-3-yl)-5-[3-(trifluoro-methyl)-1-bicyclo[1.1.1]pentanyl]-1,2,4-oxadiazole N1CC(C1)C1=NOC(=N1)C12CC(C1)(C2)C(F)(F)F